3-((4-(5-(chlorodifluoromethyl)-1,2,4-oxadiazol-3-yl)benzyl)(methyl)amino)-4-((1-methyl-1H-1,2,4-triazol-3-yl)amino)cyclobut-3-ene-1,2-dione ClC(C1=NC(=NO1)C1=CC=C(CN(C=2C(C(C2NC2=NN(C=N2)C)=O)=O)C)C=C1)(F)F